C(C)(C)(C)OC(N(C)C=1C=2N(C=C(C1)C1CC1)C=C(N2)CN)=O.C(=C)[Si](OC(C)=O)(C)C vinyl-dimethyl-monoacetoxysilane tert-butyl-(2-(aminomethyl)-6-cyclopropylimidazo[1,2-a]pyridin-8-yl)(methyl)carbamate